(2-(4-(4-hydroxyphenyl)piperazin-1-yl)-9-(pyridin-4-yl)-9H-purin-6-yl)-N-methylglycine OC1=CC=C(C=C1)N1CCN(CC1)C1=NC(=C2N=CN(C2=N1)C1=CC=NC=C1)N(CC(=O)O)C